ethyl 2-[7-[(3-methyl-1H-indazol-6-yl)amino]-1-oxo-isoindolin-2-yl]acetate CC1=NNC2=CC(=CC=C12)NC=1C=CC=C2CN(C(C12)=O)CC(=O)OCC